ClC1=NC=2N(C=C1F)N=CC2C(=O)OCC ethyl 5-chloro-6-fluoropyrazolo[1,5-a]pyrimidine-3-carboxylate